N-(4-(7-((1-ethylpiperidin-3-yl)methoxy)-6-methoxyquinazolin-4-yl)phenyl)-2-(6-methoxypyridin-3-yl)acetamide C(C)N1CC(CCC1)COC1=C(C=C2C(=NC=NC2=C1)C1=CC=C(C=C1)NC(CC=1C=NC(=CC1)OC)=O)OC